1-((5,6-bis(benzyloxy)pyrimidin-4-yl)methyl)-3-Isopropyl-4-(4-((4-(morpholinomethyl)phenyl)ethynyl)phenyl)imidazolin-2-one C(C1=CC=CC=C1)OC=1C(=NC=NC1OCC1=CC=CC=C1)CN1C(N(C(C1)C1=CC=C(C=C1)C#CC1=CC=C(C=C1)CN1CCOCC1)C(C)C)=O